magnesium carbonate, calcium salt [Ca+2].C([O-])([O-])=O.[Mg+2].C([O-])([O-])=O